4-(5-(2-amino-1,1-difluoro-2-oxoethyl)-5-hydroxy-octahydropentalen-2-yl)-N-(3-chloro-4-fluorophenyl)-1-methyl-1H-imidazole-5-carboxamide NC(C(F)(F)C1(CC2CC(CC2C1)C=1N=CN(C1C(=O)NC1=CC(=C(C=C1)F)Cl)C)O)=O